2-methoxy-N-(thien-3-yl)benzenesulfonamide COC1=C(C=CC=C1)S(=O)(=O)NC1=CSC=C1